C(CCC)N1C(C(CC1)CCCCCCCCCCCC)=O 1-butyl-3-dodecyl-2-pyrrolidone